cis-4-(3,4-difluorophenyl)-5-hydroxy-1-[3-(4-pyridyl)-1-bicyclo[1.1.1]pentanyl]piperidin-2-one FC=1C=C(C=CC1F)[C@@H]1CC(N(C[C@@H]1O)C12CC(C1)(C2)C2=CC=NC=C2)=O